ClC=1C=CC=2N(C(C=C(N2)O)=O)C1 7-chloro-2-hydroxy-4H-pyrido[1,2-a]pyrimidin-4-one